4-chloro-2-fluoro-nitrobenzene ClC1=CC(=C(C=C1)[N+](=O)[O-])F